N[C@H]1CN(CCC1)C=1N(C(N(C(C1)=O)CC=1C=C(C(=O)NCCC2=C(C=CC=C2)Cl)C=CC1)=O)CC#CC (R)-3-((4-(3-aminopiperidin-1-yl)-3-(but-2-yn-1-yl)-2,6-dioxo-3,6-dihydropyrimidin-1(2H)-yl)methyl)-N-(2-chlorophenyl-ethyl)benzamide